N-(4-cyclobutyl-1-methyl-3-phenyl-1H-pyrazol-5-yl)-2-(1-(trifluoromethyl)cyclopropyl)acetamide C1(CCC1)C=1C(=NN(C1NC(CC1(CC1)C(F)(F)F)=O)C)C1=CC=CC=C1